C1(CC1)N1CCC(CC1)(F)C=1NC(C2=C(N1)C=NC(=C2)C2=CC1=C(N=C(O1)C)C(=C2)F)=O 2-(1-cyclopropyl-4-fluoropiperidin-4-yl)-6-(4-fluoro-2-methyl-1,3-benzoxazol-6-yl)pyrido[3,4-d]pyrimidin-4(3H)-one